[4-(1-methyl-1H-pyrazol-4-yl)-benzyl]-{6-[7-(tetrahydro-pyran-4-yloxy)-imidazo[1,2-a]pyridin-3-yl]-pyrimidin-4-yl}-amine CN1N=CC(=C1)C1=CC=C(CNC2=NC=NC(=C2)C2=CN=C3N2C=CC(=C3)OC3CCOCC3)C=C1